C(C)(=O)N1C[C@@H]2N(C3=C(OC2)C=C(C=C3C)N3C(NC(CC3)=O)=O)CC1 (S)-1-(3-acetyl-10-methyl-1,2,3,4,4a,5-hexahydrobenzo[b]pyrazino[1,2-d][1,4]oxazin-8-yl)dihydropyrimidine-2,4(1H,3H)-dione